ClCC=1C=CC=2C=3N(C(NC2C1F)=O)C=CC3 8-(chloromethyl)-7-fluoropyrrolo[1,2-c]quinazolin-5(6H)-one